(4-(methyl(3-(methylsulfonyl)benzyl)amino)piperidin-1-yl)(3,3,5-trimethyl-2,3-dihydro-1H-pyrrolo[3,2-b]pyridin-1-yl)methanone CN(C1CCN(CC1)C(=O)N1CC(C2=NC(=CC=C21)C)(C)C)CC2=CC(=CC=C2)S(=O)(=O)C